1-Isopropyl-5-oxopyrrolidine C(C)(C)N1CCCC1=O